calcium carbonate sodium citrate sodium bicarbonate C([O-])(O)=O.[Na+].C(CC(O)(C(=O)[O-])CC(=O)[O-])(=O)[O-].[Na+].C(O)(O)=O.[Ca+2]